Pyrocarbonat C([O-])(=O)OC(=O)[O-]